7-((5-azaspiro[2.4]heptan-5-yl)methyl)-N-(3-((1s,3s)-3-(cyanomethyl)-1-(4-methyl-4H-1,2,4-triazol-3-yl)cyclobutyl)phenyl)-1H-pyrrolo[3,2-b]pyridine-5-carboxamide C1CC12CN(CC2)CC2=C1C(=NC(=C2)C(=O)NC2=CC(=CC=C2)C2(CC(C2)CC#N)C2=NN=CN2C)C=CN1